C(C1=CC=CC=C1)OC=1C=C2CC[C@@H]([C@@H](C2=CC1)C1=CC=C(OCCCCN2CCN(CC2)C(COC=2C=C(C=CC2)C2C(NC(CC2)=O)=O)=O)C=C1)C1=CC=CC=C1 3-(3-(2-(4-(4-(4-((1R,2S)-6-(Benzyloxy)-2-phenyl-1,2,3,4-tetrahydronaphthalen-1-yl)phenoxy)butyl)piperazin-1-yl)-2-oxoethoxy)phenyl)piperidine-2,6-dione